C(#N)C=1C=C(C=CC1)C=CC1=CC=C(C=C1)C=CC1=C(C#N)C=CC=C1 2-[2-[4-[2-(3-cyanophenyl)ethenyl]phenyl]ethenyl]-benzonitrile